C(C)(C)(C)OC(=O)N1[C@H](C=2C(CC1)=NN(C2NC(=O)NC(C(OC)OC)C)C2=CC(=C(C(=C2)C)F)C)C (4S)-3-(3-(1,1-dimethoxypropan-2-yl)ureido)-2-(4-fluoro-3,5-dimethylphenyl)-4-methyl-2,4,6,7-tetrahydro-5H-pyrazolo[4,3-c]pyridine-5-carboxylic acid tert-butyl ester